C(#N)C1=C(C=CC=C1)N(C1=NC=2N(C3=CC=CC=C13)C=NN2)C N-(2-cyanophenyl)-N-methyl-[1,2,4]triazolo[4,3-a]quinazolin-5-amine